2-(4-(1-((2-(2,6-dioxopiperidin-3-yl)-6-fluoro-1-oxoisoindoline-5-yl)methyl)piperidine-4-yl)phenyl)-2H-indazole-7-carboxamide O=C1NC(CCC1N1C(C2=CC(=C(C=C2C1)CN1CCC(CC1)C1=CC=C(C=C1)N1N=C2C(=CC=CC2=C1)C(=O)N)F)=O)=O